NC\C=C(\CN1N=NC2=C1C=C(C=C2C2=C(C=CC(=C2)S(N(CC)CC)(=O)=O)OC)C(=O)N(C)OC)/F (Z)-1-(4-amino-2-fluorobut-2-en-1-yl)-4-(5-(N,N-diethylsulfamoyl)-2-methoxyphenyl)-N-methoxy-N-methyl-1H-benzo[d][1,2,3]triazole-6-carboxamide